C(C)S(=O)(=O)C=1C(=NC(=CC1)N1N=C(N=C1)C(F)(F)F)C=1N=C2N(C(N(C(=C2)C(F)(F)F)C)=O)C1 2-[3-ethylsulfonyl-6-[3-(trifluoromethyl)-1,2,4-triazol-1-yl]-2-pyridinyl]-6-methyl-7-(trifluoromethyl)imidazo[1,2-c]pyrimidin-5-one